(1-(6-chloroimidazo[1,2-B]pyridazin-3-yl)-1H-1,2,3-triazol-4-yl)ethan-1-ol ClC=1C=CC=2N(N1)C(=CN2)N2N=NC(=C2)C(C)O